2-(2-hydroxyethyl)-2,3-dihydro-1H-isoindole-1,3-dione OCCN1C(C2=CC=CC=C2C1=O)=O